BrC1=C(NC2=CC=C(C=C2)C(F)(F)F)C=CC=C1 2-bromo-N-[4-(trifluoromethyl)phenyl]aniline